2-(2-(3-(difluoromethyl)isoxazol-5-yl)ethyl)isoindoline-1,3-dione FC(C1=NOC(=C1)CCN1C(C2=CC=CC=C2C1=O)=O)F